NC1=NC=C(C=2N1C(NN2)=O)C2=CC=NC=C2 5-amino-8-(4-pyridinyl)-[1,2,4]triazolo[4,3-C]pyrimidin-3-one